BrC=1C=CC=2N(C3=CC=C(C=C3C2C1)Br)CCC 3,6-dibromo-9-propyl-9H-carbazole